FC=1C=C(NC2=CC=C(C(=N2)C(=O)NC(C(C)C)(C)C)OC)C=C(C1)F 6-(3,5-difluoroanilino)-3-methoxy-N-(1,1,2-trimethylpropyl)pyridine-2-carboxamide